9-Aristolen-1-ol C[C@H]1CC[C@H](C2=CC[C@H]3[C@@H]([C@]12C)C3(C)C)O